tert-butyl (S)-(2-((5-(3-(1-(5-fluoro-3-methylbenzofuran-2-yl)-2-methylpropyl)ureido)pyrimidin-2-yl)amino)ethyl)carbamate FC=1C=CC2=C(C(=C(O2)[C@H](C(C)C)NC(NC=2C=NC(=NC2)NCCNC(OC(C)(C)C)=O)=O)C)C1